Diethyl (3-((2-chloro-8-cyano-5-(4-methoxybenzyl)-5H-pyrimido[5,4-b]indol-4-yl)amino)propyl)phosphonate ClC=1N=C(C=2N(C=3C=CC(=CC3C2N1)C#N)CC1=CC=C(C=C1)OC)NCCCP(OCC)(OCC)=O